ClC=1C=C(C=C(C1)Cl)C=1C(=NC=C2C(=C(C=NC12)C(=O)N[C@H]1CCOC2=C1C=CC=C2)N2CCOCC2)OC 8-(3,5-dichlorophenyl)-N-[(4S)-3,4-dihydro-2H-1-benzopyran-4-yl]-7-methoxy-4-(morpholin-4-yl)-1,6-naphthyridine-3-carboxamide